(1-p-tolyl-1H-[1,2,3]Triazol-4-yl)-methanol C1(=CC=C(C=C1)N1N=NC(=C1)CO)C